3-Ethyl-5-(2-fluorobenzyl)-4-oxo-4,5,6,7-tetrahydropyrazolo[1,5-a]pyrazine-2-carboxylic acid (5-trifluoromethyl-[1,3,4]thiadiazol-2-yl) amide FC(C1=NN=C(S1)NC(=O)C1=NN2C(C(N(CC2)CC2=C(C=CC=C2)F)=O)=C1CC)(F)F